2,2-dichloropropanoyl chloride ClC(C(=O)Cl)(C)Cl